4-(2,2-difluoroethoxy)-6-(4-fluorostyryl)-2-hydroxy-3-(3-methylbut-2-en-1-yl)benzoic acid FC(COC1=C(C(=C(C(=O)O)C(=C1)C=CC1=CC=C(C=C1)F)O)CC=C(C)C)F